NC(C1=CC=CC=C1O)N 6-bisaminomethylphenol